(6S)-6-(5-chloro-2-methoxyphenyl)-6-methyl-2-(trifluoromethyl)-4H-pyrrolo[3,2-d]oxazol ClC=1C=CC(=C(C1)[C@]1(CNC2=C1N=C(O2)C(F)(F)F)C)OC